C1(CC1)OC=1C(=C(C=CC1)B1OC(C(O1)(C)C)(C)C)C 2-(3-cyclopropoxy-2-methylphenyl)-4,4,5,5-tetramethyl-1,3,2-dioxaborolane